C1([C@H](O)[C@@H](O)[C@@H](O)[C@H](O1)CO)C([C@@H]1[C@@H]([C@@H]([C@H]([C@H](O[C@H]2[C@@H]([C@H](C(O)O[C@@H]2CO)O)O)O1)O)O)O)O 6'-galactosyl-lactose